3'-acetyl-4'-amino-2',6'-difluoro-[1,1'-biphenyl]-4-carbonitrile C(C)(=O)C=1C(=C(C(=CC1N)F)C1=CC=C(C=C1)C#N)F